C(C)(C)C1=C2C(=C3C(=N1)C=C(S3)C3=NNC=C3)N(C(=N2)CCCN2CCN(CC2)C)C 4-isopropyl-1-methyl-2-(3-(4-methylpiperazin-1-yl)propyl)-7-(1H-pyrazol-3-yl)-1H-imidazo[4,5-d]thieno[3,2-b]pyridine